(R)-N-((2-(6-(2-Ethyl-5-Fluoro-4-Hydroxyphenyl)-1H-Indazol-3-yl)-1H-Imidazol-4-yl)methyl)-3-Hydroxypyrrolidin-1-Carboxamid C(C)C1=C(C=C(C(=C1)O)F)C1=CC=C2C(=NNC2=C1)C=1NC=C(N1)CNC(=O)N1C[C@@H](CC1)O